ClC1=C(C=C(C=C1)C(F)(F)F)[N+](=O)[O-] p-chloro-3-nitrobenzotrifluoride